5-amino-2-((1r,3r)-3-(dimethylamino)cyclobutoxy)-3-methoxybenzonitrile NC=1C=C(C(=C(C#N)C1)OC1CC(C1)N(C)C)OC